3,5-dichloro-4-((trimethylsilyl)ethynyl)phenol ClC=1C=C(C=C(C1C#C[Si](C)(C)C)Cl)O